trifluoromethyl-(oxy)phenol FC(OC1=C(C=CC=C1)O)(F)F